FC1=C2[C@H](CCOC2=CC=C1)NC(C1=CN=C(C=C1)C1=C2C(=NC=C1)N(C=C2C)COCC[Si](C)(C)C)=O (S)-N-(5-fluorochroman-4-yl)-6-(3-methyl-1-((2-(trimethylsilyl)ethoxy)methyl)-1H-pyrrolo[2,3-b]pyridin-4-yl)nicotinamide